BrC1=CC=C(C=C1)NNC(COC1=C(OC2=C(C1=O)C=CC=C2)C2=CC=CC=C2)=O N'-(4-bromophenyl)-2-((4-oxo-2-phenyl-4H-benzopyran-3-yl)oxy)acethydrazide